2-((3-bromo-5-nitropyridin-4-yl)oxy)-3-methylbutanoic acid methyl ester COC(C(C(C)C)OC1=C(C=NC=C1[N+](=O)[O-])Br)=O